COC=1C=C2C(N(N=C(C2=CC1OC)OS(=O)(=O)C(F)(F)F)C)=O 6,7-dimethoxy-3-methyl-4-oxo-3,4-dihydro-phthalazin-1-yl-trifluoromethanesulfonic acid